FC1=C(C=C2C(C(NC2=C1)=O)=O)[N+](=O)[O-] 6-Fluoro-5-nitroindoline-2,3-dione